CCN\\1C2=C(C3=C(C=C2)C(=CC(=C3)S(=O)(=O)[O-])S(=O)(=O)[O-])C(/C1=C\\C=C\\C=C\\C=C\\C4=[N+](C5=C(C4(C)C)C=C(C=C5)NC(=O)CI)C)(C)C.[K+] The molecule is a cyanine dye and an organic potassium salt. It has a role as a fluorochrome. It contains a SNIR2(1-).